CC(=O)N1C2=C(C=C(C=C2)O)OC3=C1C=CC(=C3)O N-acetyl-3,7-dihydroxyphenoxazine